CS(=O)(=O)C1=CC=C(S1)C(=O)N1[C@H](CCC1)C(=O)N 1-((5-(methylsulfonyl)-2-thienyl)carbonyl)-D-prolinamide